tert-butyl ((1-(5-chlorobenzofuran-2-carboxamido)piperidin-4-yl)methyl)carbamate ClC=1C=CC2=C(C=C(O2)C(=O)NN2CCC(CC2)CNC(OC(C)(C)C)=O)C1